2-[(tert-butoxycarbonyl)-amino]-5-[(2,4-dimethylphenyl)carbamoyl]-4-methylthiophene-3-carboxylic acid C(C)(C)(C)OC(=O)NC=1SC(=C(C1C(=O)O)C)C(NC1=C(C=C(C=C1)C)C)=O